tert-butyl (S)-3-((1,8-naphthyridin-3-yl)amino)pyrrolidine-1-carboxylate N1=CC(=CC2=CC=CN=C12)N[C@@H]1CN(CC1)C(=O)OC(C)(C)C